S(O)(O)(=O)=O.S(=O)(=O)(O)CCCN1CN(C=C1)C 1-(3-sulfopropyl)-3-methylimidazole bisulfate